N-(5-((1H-pyrazol-1-yl)methyl)-3,4-dihydro-2H-chromeno[8,7-d]isoxazol-9-yl)-4-Methyl-2-(2,2,2-trifluoroethoxy)benzenesulfonamide N1(N=CC=C1)CC1=C2CCCOC2=C2C(=NOC2=C1)NS(=O)(=O)C1=C(C=C(C=C1)C)OCC(F)(F)F